(E)-3-(4-aminophenyl)-1-(2,3,4-trihydroxyphenyl)prop-2-en-1-one NC1=CC=C(C=C1)/C=C/C(=O)C1=C(C(=C(C=C1)O)O)O